(5S)-2-(5-chloropyridine-2-carbonyl)-9,9-dimethyl-8-oxo-2-azaspiro[4.5]dec-6-ene-7-carbonitrile ClC=1C=CC(=NC1)C(=O)N1C[C@@]2(CC1)C=C(C(C(C2)(C)C)=O)C#N